4-({3-[8-bromo-3-(2,2,2-trifluoroethyl)imidazo[1,2-a]pyridin-2-yl]prop-2-yn-1-yl}amino)-N-methyl-3-(trifluoromethyl)benzamide BrC=1C=2N(C=CC1)C(=C(N2)C#CCNC2=C(C=C(C(=O)NC)C=C2)C(F)(F)F)CC(F)(F)F